Cl.N[C@H]1C[C@@H](CC1)O (1R,3R)-3-aminocyclopentan-1-ol hydrochloride